CC1C=CC(N(N1C(=O)OC(C)(C)C)C(=O)[O-])C(=O)OC tert-butyl 3-methyl 6-methyl-3,6-dihydropyridazine-1,2,3-tricarboxylate